N-(naphthyl)octanesulfonamide C1(=CC=CC2=CC=CC=C12)NS(=O)(=O)CCCCCCCC